OCC([C@H](C[C@H]1C(NCC1)=O)NC([C@H](CC(C)C)NC(OC1C(CCC1)CC1=CC=CC=C1)=O)=O)=O 2-benzylcyclopentyl ((S)-1-(((S)-4-hydroxy-3-oxo-1-((S)-2-oxopyrrolidin-3-yl)butan-2-yl)amino)-4-methyl-1-oxopentan-2-yl)carbamate